C1(CCCCC1)C=1C(=CC(=C(C1)C(C1=CC=C(C=C1)O)C1=C(C=C(C(=C1)C1CCCCC1)O)C)C)O Bis(5-cyclohexyl-4-hydroxy-2-methylphenyl)-4-hydroxyphenyl-methane